C(C)(=O)N[N] Acetamidonitrogen